1-(5-(1-(1-isobutylpiperidin-4-yl)ethyl)pyrazolo[1,5-a]pyridin-3-yl)dihydropyrimidine-2,4(1H,3H)-dione C(C(C)C)N1CCC(CC1)C(C)C1=CC=2N(C=C1)N=CC2N2C(NC(CC2)=O)=O